4-(Aminomethyl)-4-(((benzyloxy)carbonyl)amino)piperidine-1-carboxylic acid tert-butyl ester C(C)(C)(C)OC(=O)N1CCC(CC1)(NC(=O)OCC1=CC=CC=C1)CN